tert-Butyl 2-((((9H-fluoren-9-yl)methoxy) carbonyl)amino)-4-(4-methoxy-3-(methylcarbamoyl)phenyl)butanoate C1=CC=CC=2C3=CC=CC=C3C(C12)COC(=O)NC(C(=O)OC(C)(C)C)CCC1=CC(=C(C=C1)OC)C(NC)=O